2-(3,5-dichloro-4-((1-oxo-2-(pyridin-3-yl)-1,2,3,4-tetrahydroisoquinolin-6-yl)oxy)phenyl)-1,2,4-triazine-3,5(2H,4H)-dione ClC=1C=C(C=C(C1OC=1C=C2CCN(C(C2=CC1)=O)C=1C=NC=CC1)Cl)N1N=CC(NC1=O)=O